ClC1=C(C=CC(=C1)Cl)C[C@H](CC[C@@H](C(C)(C)C)O)C (2S,4R,5S)-1-(2,4-Dichlorophenyl)-5-hydroxy-2,6,6-trimethylheptane